(4'-nitro-[1,1'-biphenyl]-4-yl)boric acid [N+](=O)([O-])C1=CC=C(C=C1)C1=CC=C(C=C1)OB(O)O